(E)-2-((12-((6-(4-hydroxy-6-methoxy-7-methyl-3-oxo-1,3-dihydroisobenzofuran-5-yl)-4-methylhex-4-enoyl)oxy)-3-methyltridecanoyl)oxy)propane-1,3-diyl dipalmitate C(CCCCCCCCCCCCCCC)(=O)OCC(COC(CCCCCCCCCCCCCCC)=O)OC(CC(CCCCCCCCC(C)OC(CC\C(=C\CC=1C(=C2C(OCC2=C(C1OC)C)=O)O)\C)=O)C)=O